NC=1C(=NNC1C(=O)OC)C=1CCOCC1 methyl 4-amino-3-(3,6-dihydro-2H-pyran-4-yl)-1H-pyrazole-5-carboxylate